ClC1=CN=CC(=N1)O[C@@H]([C@@H](C)O)C (2R,3R)-3-((6-chloropyrazin-2-yl)oxy)butan-2-ol